BrC1=NN2C(N=CCC2)=C1 2-bromo-6,7-dihydropyrazolo[1,5-a]pyrimidin